ethyl 2-{[(tert-butoxycarbonyl)amino]methyl}-1,3-thiazole-4-carboxylate C(C)(C)(C)OC(=O)NCC=1SC=C(N1)C(=O)OCC